bis(3-pentyloctyl) 6-oxohexadecanedioate O=C(CCCCC(=O)OCCC(CCCCC)CCCCC)CCCCCCCCCC(=O)OCCC(CCCCC)CCCCC